BrC1=CC=C2C(=N1)N=C(O2)N2CCOCC2 5-bromo-2-morpholinooxazolo[4,5-b]Pyridine